COC=1C=C(C=CC1)S(=O)(=O)N1C2CN(CC1CC2)C(=O)C2=CN=NN2 {8-[(3-methoxyphenyl)sulfonyl]-3,8-diazabicyclo[3.2.1]oct-3-yl}(1H-1,2,3-triazol-5-yl)methanone